[Ca+2].P([O-])([O-])=O.P([O-])([O-])=O.[Ca+2] bisphosphonate calcium